C(C)(C)(C)C=1N(C=CN1)CC1=C(C=C(C=C1)C1=C(C=CC(=C1)CC(C)C)S(=O)(=O)NC(OC)=O)F Methyl (4'-((2-(tert-butyl)-1H-imidazol-1-yl)methyl)-3'-fluoro-5-isobutyl-[1,1'-biphenyl]-2-yl)sulfonylcarbamate